4-(4-cyclobutoxy-1-((5-methoxy-7-methyl-1H-indol-4-yl)methyl)piperidin-2-yl)benzoic acid C1(CCC1)OC1CC(N(CC1)CC1=C2C=CNC2=C(C=C1OC)C)C1=CC=C(C(=O)O)C=C1